N-(2-(Dimethyl(tetradecyl)ammonio)acetyl)-N-methyl-D-glucamine Chloride [Cl-].C[N+](CC(=O)N(C[C@H](O)[C@@H](O)[C@H](O)[C@H](O)CO)C)(CCCCCCCCCCCCCC)C